ClC1=NC=C(C(=N1)C=1C=C2N(CCCN3C2=NN=C3C3(CCC3)C(F)(F)F)C1)C 10-(2-chloro-5-methylpyrimidin-4-yl)-3-(1-(trifluoromethyl)cyclobutyl)-6,7-dihydro-5H-pyrrolo[1,2-a][1,2,4]triazolo[3,4-c][1,4]diazepine